6-Amino-3-(4'-chloro-4-hydroxy-4-methyl-1',2'-dihydrospiro[cyclohexane-1,3'-pyrrolo[2,3-b]pyridin]-5'-yl)-2-fluoro-N,N-dimethylbenzamide NC1=CC=C(C(=C1C(=O)N(C)C)F)C=1C(=C2C(=NC1)NCC21CCC(CC1)(C)O)Cl